4-((1S,2R,5S)-5-methoxy-2-((7-methyl-1H-indol-4-yl)oxy)cyclohexyl)benzoic acid CO[C@H]1CC[C@H]([C@@H](C1)C1=CC=C(C(=O)O)C=C1)OC1=C2C=CNC2=C(C=C1)C